nonyl 8-((9,9-bis(((Z)-oct-5-en-1-yl)oxy)nonyl)(2-hydroxyethyl)amino)octanoate C(CCC\C=C/CC)OC(CCCCCCCCN(CCCCCCCC(=O)OCCCCCCCCC)CCO)OCCCC\C=C/CC